C1(CC1)OC1=NN(C(C2=CC=C(C=C12)OC(F)F)=O)CC(=O)OC methyl 2-(4-cyclopropoxy-6-(difluoromethoxy)-1-oxophthalazin-2(1H)-yl)acetate